(2R)-6-chloro-4-oxo-N-(3-{4-[cis-3-(trifluoromethoxy)cyclobutyl]-1H-1,2,3-triazol-1-yl}bicyclo[1.1.1]pentan-1-yl)-3,4-dihydro-2H-1-benzopyran-2-carboxamide ClC=1C=CC2=C(C(C[C@@H](O2)C(=O)NC23CC(C2)(C3)N3N=NC(=C3)[C@@H]3C[C@@H](C3)OC(F)(F)F)=O)C1